4-methoxy-1H-pyrazole hydrochloride Cl.COC=1C=NNC1